4'-({1-[(4-cyclopropyl-3-methylphenyl)carbamoyl]-D-prolyl}amino)[1,1'-biphenyl]-4-carboxylic acid C1(CC1)C1=C(C=C(C=C1)NC(=O)N1[C@H](CCC1)C(=O)NC1=CC=C(C=C1)C1=CC=C(C=C1)C(=O)O)C